C(C)(C)(C)C1=CC2(CCC(O2)=O)C=C(C1=O)C(C)(C)C 7,9-di-tert-butyl-1-oxaspiro[4.5]decane-6,9-diene-2,8-dione